ClC1=NC(=NC=C1C(F)(F)F)NC1CCN(CC1)S(=O)(=O)C=1N=CN(C1)C 4-chloro-N-(1-((1-methyl-1H-imidazol-4-yl)sulfonyl)piperidin-4-yl)-5-(trifluoromethyl)pyrimidine-2-amine